O1CCN(CC1)C(=O)N1C2CN(C(C1)C2)C2=NC=C(C=N2)C2=NOC(=N2)C(F)(F)F Morpholino(5-(5-(5-(trifluoromethyl)-1,2,4-oxadiazol-3-yl)pyrimidin-2-yl)-2,5-diazabicyclo[2.2.1]heptan-2-yl)methanone